tert-butyl 4-(4-((5-(methylsulfonyl)pyridin-2-yl)methoxy)phenyl)-1H-imidazole-1-carboxylate CS(=O)(=O)C=1C=CC(=NC1)COC1=CC=C(C=C1)C=1N=CN(C1)C(=O)OC(C)(C)C